C(C)(C)(C)OC(=O)N1CC(C1)C1=CC=C(C=C1)C#N 3-(4-cyanophenyl)azetidine-1-carboxylic acid tert-butyl ester